hydrobromic acid, hydroiodide I.Br